butyl 3-methoxy-4-hydroxybenzyl ether COC=1C=C(COCCCC)C=CC1O